distearyl-dimethylammonium lithium [Li+].C(CCCCCCCCCCCCCCCCC)[N+](C)(C)CCCCCCCCCCCCCCCCCC